4-chloro-2-(6-methoxypyridin-3-yl)thiazole-5-carboxylic acid ClC=1N=C(SC1C(=O)O)C=1C=NC(=CC1)OC